O1C2=C(OCC1)C=C(C=C2)[C@H]2N(CCC2)CC=2C=CC(=NC2)C=2C=NN(C2)C (S)-5-((2-(2,3-dihydrobenzo[b][1,4]dioxin-6-yl)pyrrolidin-1-yl)methyl)-2-(1-methyl-1H-pyrazol-4-yl)pyridine